(S)-2-((R)-3-Methyl-morpholin-4-yl)-9-[1-(tetrahydropyran-2-yl)methyl]-8-trifluoromethyl-6,7,8,9-tetrahydro-pyrimido[1,2-a]-pyrimidin-4-one C[C@H]1N(CCOC1)C=1N=C2N(C(C1)=O)CC[C@H](N2CC2OCCCC2)C(F)(F)F